NC1=CC=C(C=C1)C=1OC2=C(N1)C=C(C=C2)N 2-(4-aminophenyl)5-aminobenzoxazole